BrC1=CC=CC(=N1)N1N=NC2=C1C=CC=C2 1-(6-bromo-2-pyridyl)-1H-benzotriazole